6-bromo-8-(difluoromethyl)-2-methylimidazo[1,2-a]pyridine BrC=1C=C(C=2N(C1)C=C(N2)C)C(F)F